(1s,4s)-N-(2-hydroxyethyl)-4-(7-iodo-4-oxo-2-((2-(trimethylsilyl)ethoxy)methyl)-2,4-dihydro-5H-pyrazolo[4,3-c]pyridin-5-yl)-N-methylcyclohexane-1-carboxamide OCCN(C(=O)C1CCC(CC1)N1C(C=2C(C(=C1)I)=NN(C2)COCC[Si](C)(C)C)=O)C